NC1=CC=C(C(=N1)C#N)N(C)C 6-Amino-3-(dimethylamino)pyridinecarbonitrile